FC(C(C)N)(F)F 2,2,2-trifluoro-1-methyl-ethylamine